2-(5-chloro-1,3-dioxoisoindol-2-yl)acetyl chloride ClC=1C=C2C(N(C(C2=CC1)=O)CC(=O)Cl)=O